(2,6-Dichloropyridin-4-yl)methyl (S)-2-amino-3-(6-aminopyridin-3-yl)propanoate dihydrochloride Cl.Cl.N[C@H](C(=O)OCC1=CC(=NC(=C1)Cl)Cl)CC=1C=NC(=CC1)N